C(C)OC(CCC(=O)C1=NC2=CC(=CC=C2C(=C1O)C#N)C1=C(C=CC=C1C)C)=O 4-[4-cyano-7-(2,6-dimethyl-phenyl)-3-hydroxy-quinolin-2-yl]-4-oxo-butyric acid ethyl ester